COC1=NC=C(C=C1S(=O)(=O)Cl)NC(=O)C1=CN=C(O1)C1=CC=CC=C1 2-methoxy-5-(2-phenyloxazole-5-carboxamido)pyridine-3-sulfonyl chloride